C(#N)C1=NC=CC(=C1)C1=NC2=CC(=CC(=C2C=C1C1=CC=C(C=C1)F)[C@@H](C)NC1=C(C(=O)O)C=CC=C1)C (R)-2-((1-(2-(2-cyanopyridin-4-yl)-3-(4-fluorophenyl)-7-methylquinolin-5-yl)ethyl)amino)benzoic acid